ClC=1C=C(C=CC1Cl)C=1N=C(SC1SC(C)C)N1N=C(C(=C1C(=O)O)C1=CC(=CC=C1)CO)C 1-(4-(3,4-dichlorophenyl)-5-(isopropylthio)thiazol-2-yl)-4-(3-(hydroxymethyl)phenyl)-3-methyl-1H-pyrazole-5-carboxylic acid